6-[5-acetyl-1-(4-chloro-phenyl)-7-fluoro-1-(3-hydroxycyclobutoxy)-3-oxo-1,3-dihydro-isoindol-2-ylmethyl]-nicotinonitrile C(C)(=O)C=1C=C2C(N(C(C2=C(C1)F)(OC1CC(C1)O)C1=CC=C(C=C1)Cl)CC1=NC=C(C#N)C=C1)=O